3-[(2-Methoxy-4-pyridyl)amino]-5-(methylamino)-6-(3-methylimidazo[4,5-c]pyridin-7-yl)pyrazine-2-carboxamide COC1=NC=CC(=C1)NC=1C(=NC(=C(N1)NC)C=1C2=C(C=NC1)N(C=N2)C)C(=O)N